4-(hexahydro-5-methylpyrrolo[3,4-C]pyrrol-2(1H)-yl)aniline CN1CC2C(C1)CN(C2)C2=CC=C(N)C=C2